[3-fluoro-5-(methylsulfanyl)phenyl]methanol FC=1C=C(C=C(C1)SC)CO